4-[3-[2,6-Dichloro-4-[1-(2-hydroxy-2-methylpropyl)pyrazol-4-yl]benzoyl]-2,4-dihydro-1,3-benzoxazin-8-yl]-2-morpholin-4-ylbenzoic acid ClC1=C(C(=O)N2COC3=C(C2)C=CC=C3C3=CC(=C(C(=O)O)C=C3)N3CCOCC3)C(=CC(=C1)C=1C=NN(C1)CC(C)(C)O)Cl